C(#N)C1=C(C=C(C=C1)N1[C@H](O[C@@H](C1)C(=O)N1C[C@@H](CC1)NC(OC(C)(C)C)=O)C(F)(F)F)C(F)(F)F t-butyl ((R)-1-((2R,5S)-3-(4-cyano-3-(trifluoromethyl)phenyl)-2-(trifluoromethyl)oxazolidine-5-carbonyl)pyrrolidin-3-yl)carbamate